C(N)(=O)C1=CC=C(C=C1)CC(=O)O 2-(4-carbamoylphenyl)acetic acid